C1(CC1)C1=CC=C(C=N1)C(C)N1C[C@@H](N(C[C@H]1CC)C=1C=2N(N(C(C1F)=O)C)C=C(N2)CC#N)C 2-(8-((2S,5R)-4-(1-(6-cyclopropylpyridin-3-yl)ethyl)-5-ethyl-2-methylpiperazin-1-yl)-7-fluoro-5-methyl-6-oxo-5,6-dihydroimidazo[1,2-b]pyridazin-2-yl)acetonitrile